C(CCCCCCC\C=C/CCCCCCCC)(=O)O.N1(C=NCC1)CCCCCCCCCCCC(=O)N imidazolinelauramide oleate